O[C@@H](CNC(OC(C)(C)C)=O)C tert-butyl (R)-2-hydroxypropylcarbamate